COC(C1=CC=C(C=C1)C#CI)=O 4-(iodoethynyl)benzoic acid methyl ester